C(C)(C)(C)N1C=C(C=2C1=NC(=CC2)C(=O)N2C(CN(CC2)C(=O)OC(C)(C)C)(C)C)C2=CC(=C(C=C2)Cl)F tert-butyl 4-(1-(tert-butyl)-3-(4-chloro-3-fluorophenyl)-1H-pyrrolo[2,3-b]pyridine-6-carbonyl)-3,3-dimethylpiperazine-1-carboxylate